tert-butyl-{4-cyano-6-[(4-methylphenyl) amino] pyrimidin-2-yl}-5-amino-1H-pyrazole-4-carboxylate C(C)(C)(C)OC(=O)C=1C=NN(C1N)C1=NC(=CC(=N1)C#N)NC1=CC=C(C=C1)C